2-(1H-imidazol-1-yl)-N-((1r,4r)-4-methoxycyclohexyl)-6-(methylamino)pyrimidine-4-carboxamide N1(C=NC=C1)C1=NC(=CC(=N1)C(=O)NC1CCC(CC1)OC)NC